C(C)C1=C2NC(C1[2H])(C=C1C=CC(=N1)C=C1C=CC(N1)=CC=1C=CC(N1)=C2)CC 2,4-diethyldeuteroporphyrin